6-methylenandrosta-1,4-diene C=C1C[C@H]2[C@@H]3CCC[C@@]3(C)CC[C@@H]2[C@]2(C=CCC=C12)C